5-bromo-4-methoxy-2,1,3-benzoxadiazol-1-ium-1-olate BrC1=C(C=2C(=[N+](ON2)[O-])C=C1)OC